4-[[2-(5-chloro-2-hydroxy-phenyl)acetyl]amino]-N-(4-ethynyl-tetrahydropyran-4-yl)pyridine-2-carboxamide ClC=1C=CC(=C(C1)CC(=O)NC1=CC(=NC=C1)C(=O)NC1(CCOCC1)C#C)O